O1C2=C(OCC1)C=C(C=C2)COC2=CC=CC(=N2)C=2CCN(CC2)CC2=NC1=C(N2C[C@H]2OCC2)C=C(C=C1)C(=O)O (S)-2-((6-((2,3-Dihydrobenzo[b][1,4]dioxin-6-yl)methoxy)-3',6'-dihydro-[2,4'-bipyridin]-1'(2'H)-yl)methyl)-1-(oxetan-2-ylmethyl)-1H-benzo[d]imidazole-6-carboxylic acid